trihexyl-(tetradecyl)-phosphonium bis(2,4,4-trimethylphenyl)phosphonite CC1=C(C=CC(C1)(C)C)OPOC1=C(CC(C=C1)(C)C)C.C(CCCCC)[P+](CCCCCCCCCCCCCC)(CCCCCC)CCCCCC